CC=1C=C(C=C(C1)C)C1=C(C(=NC(=C1N1C2=CC=C(C=C2C=2C=C(C=CC12)C#N)C#N)N1C2=CC=C(C=C2C=2C=C(C=CC12)C1=CC=CC=C1)C1=CC=CC=C1)N1C2=CC=C(C=C2C=2C=C(C=CC12)C#N)C#N)N1C2=CC=C(C=C2C=2C=C(C=CC12)C#N)C#N 9,9',9''-(4-(3,5-dimethylphenyl)-6-(3,6-diphenyl-9H-carbazol-9-yl)pyridine-2,3,5-triyl)tris(9H-carbazole-3,6-dicarbonitrile)